C(C)C(CN(CC(CCCC)CC)CC(CCCC)CC)CCCC tri-(2-ethylhexyl)-amine